(R)-1-(3-((3-chloro-6-((1-(2,2-difluoroethyl)-1H-pyrazol-4-yl)amino)-1H-pyrazolo[3,4-d]pyrimidin-4-yl)amino)piperidin-1-yl)prop-2-en-1-one ClC1=NNC2=NC(=NC(=C21)N[C@H]2CN(CCC2)C(C=C)=O)NC=2C=NN(C2)CC(F)F